CC1(CC(=NO1)C1([C@H]2CN(C[C@@H]12)C(=O)C1=NNC(=C1)C(C)C)C)C [(1R,5S,6r)-6-(5,5-Dimethyl-4,5-dihydro-1,2-oxazol-3-yl)-6-methyl-3-azabicyclo[3.1.0]hex-3-yl](5-isopropyl-1H-pyrazol-3-yl)methanon